Diethyl (2-hydroxy-1-(((3aR,4R,6R,6aR)-6-methoxy-2,2-dimethyltetrahydrofuro[3,4-d][1,3]dioxol-4-yl)methoxy)ethyl)phosphonate OCC(OC[C@H]1O[C@H]([C@@H]2OC(O[C@@H]21)(C)C)OC)P(OCC)(OCC)=O